cis-4-(3-chloro-5-fluoro-phenoxy)-6-fluoro-1-(trifluoromethylsulfanyl)-6,7-dihydro-5H-cyclopenta[c]pyridin-7-ol ClC=1C=C(OC=2C3=C(C(=NC2)SC(F)(F)F)[C@@H]([C@@H](C3)F)O)C=C(C1)F